Trans-3-fluoro-4-(4-hydroxy-1-piperidinyl)piperidine-1-carboxylic acid tert-butyl ester C(C)(C)(C)OC(=O)N1C[C@H]([C@@H](CC1)N1CCC(CC1)O)F